[Ti].[Ca].[Gd] gadolinium-calcium-titanium